FC1=C(C=CC(=C1)F)C1CC12CCN(CC2)C2=NC=1CCN(CC1N=C2C=2C=NN(C2)C)C(C)=O 1-(2-{1-(2,4-difluorophenyl)-6-aza-6-spiro[2.5]octyl}-3-(1-methyl-4-pyrazolyl)-5,6,7,8-tetrahydro-1,4,6-triaza-6-naphthyl)-1-ethanone